C(C)(C)(C)OC(N[C@@H]1CC[C@H](CC1)CC(C)N1CCN(CC1)C1=C(C(=CC=C1)Cl)Cl)=O (trans-4-(2-(4-(2,3-dichlorophenyl)piperazin-1-yl)propyl)cyclohexyl)carbamic acid tert-butyl ester